OC1=CC=C(OCCC[N+]2=C(C(C3=CC=CC=C23)(C)C)C)C=C1 1-(3-(4-Hydroxyphenoxy)propyl)-2,3,3-trimethyl-3H-indol-1-ium